4-chloro-1,1,2-trifluoro-1-butene ClCCC(=C(F)F)F